(((2,3-dihydro-1H-inden-4-yl)thio)methyl)-3,4-difluorobenzoic acid C1CCC2=C(C=CC=C12)SCC1=C(C(=O)O)C=CC(=C1F)F